1-(6-(8-((2-fluoro-3-methyl-4-((1-methyl-1H-benzo[d][1,2,3]triazol-5-yl)oxy)phenyl)amino)pyrimido[5,4-d]pyrimidin-2-yl)-2,6-diazaspiro[3.3]heptan-2-yl)prop-2-en-1-one FC1=C(C=CC(=C1C)OC1=CC2=C(N(N=N2)C)C=C1)NC1=NC=NC2=C1N=C(N=C2)N2CC1(CN(C1)C(C=C)=O)C2